(S)-16-((2S,4R)-4-hydroxy-2-((4-(4-methylthiazol-5-yl)benzyl)carbamoyl)pyrrolidine-1-carbonyl)-17,17-dimethyl-14-oxo-3,6,9,12-tetraoxa-15-azaoctadecan-1-oic acid O[C@@H]1C[C@H](N(C1)C(=O)[C@@H](NC(COCCOCCOCCOCC(=O)O)=O)C(C)(C)C)C(NCC1=CC=C(C=C1)C1=C(N=CS1)C)=O